C[Si](CCCOC(C(=C)C)=O)(C)C 3-(trimethylsilyl)-propylmethacrylate